5-amino-3-(3-fluoro-2-(2-fluorophenyl)-4-methoxyquinolin-7-yl)-1-((1s,3s)-3-hydroxy-3-methylcyclobutyl)-1H-pyrazole-4-carbonitrile NC1=C(C(=NN1C1CC(C1)(C)O)C1=CC=C2C(=C(C(=NC2=C1)C1=C(C=CC=C1)F)F)OC)C#N